C1CC(CC(C1)CN)CN cyclohexanedimethanamine